methyl 3-(3-fluorophenyl)-1H-indazole-6-carboxylate FC=1C=C(C=CC1)C1=NNC2=CC(=CC=C12)C(=O)OC